3-(3-(4-(Chloromethyl)phenyl)-5-cyclopentyl-3H-imidazo[4,5-b]pyridin-2-yl)pyridin-2-amine ClCC1=CC=C(C=C1)N1C(=NC=2C1=NC(=CC2)C2CCCC2)C=2C(=NC=CC2)N